C(=O)(N1N=CN=C1)N1N=CN=C1 1,1'-carbonyldi(1,2,4-triazole)